1-(β-D-glucopyranosyl)-4-chloro-3-[5-(6-fluoro-3-pyridyl)-2-thienylmethyl]benzene [C@@H]1([C@H](O)[C@@H](O)[C@H](O)[C@H](O1)CO)C1=CC(=C(C=C1)Cl)CC=1SC(=CC1)C=1C=NC(=CC1)F